(2S,5R)-2-(N-((5-methoxypyridin-2-yl) sulfonyl) carbamimidoyl)-7-oxo-1,6-diazabicyclo[3.2.1]octan-6-yl hydrogen sulfate S(=O)(=O)(ON1[C@@H]2CC[C@H](N(C1=O)C2)C(NS(=O)(=O)C2=NC=C(C=C2)OC)=N)O